NCCCNC N-[aminopropyl]methylamine